2-(((3r,4s)-4-(3-fluoro-4-methoxyphenoxy)-3-hydroxy-3-(hydroxymethyl)pyrrolidin-1-yl)sulfonyl)-5-(trifluoromethyl)benzonitrile FC=1C=C(O[C@@H]2[C@@](CN(C2)S(=O)(=O)C2=C(C#N)C=C(C=C2)C(F)(F)F)(CO)O)C=CC1OC